C(C1=CC=CC=C1)O[C@]1(C2=NN=C(C3=C(C=C(C(NC4(CCCCC4)CC=CCC1)=N3)C(F)(F)F)[N+](=O)[O-])O2)C(F)(F)F (6R)-6-benzyloxy-17-nitro-6,15-bis(trifluoromethyl)spiro[19-oxa-3,4,13,18-tetrazatricyclo[12.3.1.12,5]nonadeca-1(17),2,4,9,14(18),15-hexaene-12,1'-cyclohexane]